C(C)(C)(C)OC(=O)N1CC(CCC1)CCC1=C(C=CC=C1)C 3-(2-methylphenylethyl)piperidine-1-carboxylic acid tert-butyl ester